O[C@@H]([C@@H](C(=O)N[C@@H](CC(C)C)B1OC([C@H]2CCC[C@@H](C(O1)=O)N2C)=O)NC(C2=NC(=CC=C2)C2=CC=CC=C2)=O)C N-((2S,3R)-3-hydroxy-1-(((R)-3-methyl-1-((1R,7S)-11-methyl-2,6-dioxo-3,5-dioxa-11-aza-4-borabicyclo[5.3.1]undecan-4-yl)butyl)amino)-1-oxobutan-2-yl)-6-phenylpicolinamide